2-(4-(8-((4-(4-(2-(dimethylamino)eth-yl)piperazine-1-carbonyl)-3-ethyl-phenyl)amino)imidazo[1,2-a]pyrazin-3-yl)-2,3-difluorophenoxy)acetonitrile CN(CCN1CCN(CC1)C(=O)C1=C(C=C(C=C1)NC=1C=2N(C=CN1)C(=CN2)C2=C(C(=C(OCC#N)C=C2)F)F)CC)C